C1(C=CC=C1)[Ti](C1=C(C(=CC=C1F)N(CC(C)C)S(=O)(=O)C1=CC=C(C)C=C1)F)(C1=C(C(=CC=C1F)N(CC(C)C)S(=O)(=O)C1=CC=C(C)C=C1)F)C1C=CC=C1 bis(cyclopentadienyl)bis[2,6-difluoro-3-(N-isobutyl-(4-toluenesulfonyl)amino)phenyl]titanium